(±)-methyl 2-[(2,2-dimethyl-2,3-dihydro-1-benzofuran-7-yl)oxy]-3-phenylpropanoate CC1(OC2=C(C1)C=CC=C2O[C@@H](C(=O)OC)CC2=CC=CC=C2)C |r|